O=C1N(CC2=CC(=CC=C12)N1CCN(CC1)C1CCN(CC1)CC1CCNCC1)[C@@H]1C(NC(CC1)=O)=O (3S)-3-[1-oxo-5-[4-[1-(4-piperidylmethyl)-4-piperidyl]piperazin-1-yl]isoindolin-2-yl]piperidine-2,6-dione